(S)-1-((2-oxopyrrolidin-3-yl)methyl)hydrazine-1-carboxylic acid tert-butyl ester C(C)(C)(C)OC(=O)N(N)C[C@H]1C(NCC1)=O